5-((tert-butoxycarbonyl)amino)-2-hydroxybenzoic acid C(C)(C)(C)OC(=O)NC=1C=CC(=C(C(=O)O)C1)O